N-(2-chloro-4-(trifluoromethyl)phenyl)-1-(4-((1-(2-(2,6-dioxopiperidin-3-yl)-1,3-dioxoisoindolin-5-yl)azetidin-3-yl)ethynyl)-1H-pyrazol-1-yl)-3,3-difluorocyclobutane-1-carboxamide ClC1=C(C=CC(=C1)C(F)(F)F)NC(=O)C1(CC(C1)(F)F)N1N=CC(=C1)C#CC1CN(C1)C=1C=C2C(N(C(C2=CC1)=O)C1C(NC(CC1)=O)=O)=O